6'-(5-chloro-2-fluorophenyl)-N-[(2,4-dimethoxyphenyl)methyl]-3'-(methoxymethoxy)-[3,4'-bipyridin]-2'-amine ClC=1C=CC(=C(C1)C1=CC(=C(C(=N1)NCC1=C(C=C(C=C1)OC)OC)OCOC)C=1C=NC=CC1)F